tert-Butyl 3-methyl-7-(methylamino)-3,4-dihydroisoquinoline-2(1H)-carboxylate CC1N(CC2=CC(=CC=C2C1)NC)C(=O)OC(C)(C)C